(S,E)-N-(1-(3,3-difluorocyclobutyl)-3-(methylsulfonyl)allyl)-2-(1,1-difluoroethyl)-4-phenoxypyrimidine-5-carboxamide FC1(CC(C1)[C@@H](\C=C\S(=O)(=O)C)NC(=O)C=1C(=NC(=NC1)C(C)(F)F)OC1=CC=CC=C1)F